benzyl-piperazine-1-carboxylic acid tert-butyl ester C(C)(C)(C)OC(=O)N1C(CNCC1)CC1=CC=CC=C1